N-methyl-5-(trifluoromethyl)-1H-pyrrolo[2,3-b]Pyridine-2-carboxamide CNC(=O)C1=CC=2C(=NC=C(C2)C(F)(F)F)N1